N1=CN=C(C2=C1NC=C2)C=2C(=NC=CC2)NC=2C=CC(=C(C2)NC(C2=CC(=C(C=C2)Cl)C(C)(C)C#N)=O)F N-(5-(3-(7H-pyrrolo[2,3-d]pyrimidin-4-yl)pyridin-2-ylamino)-2-fluorophenyl)-4-chloro-3-(2-cyanopropan-2-yl)benzamide